calcium carbonate, hydrochloride Cl.C([O-])([O-])=O.[Ca+2]